FC1=C(OC2=NC=C(C(=O)C3=CNC4=NC=C(C(=C43)N[C@H]4CO[C@@H](CC4)CO)C#N)C=C2)C=CC=C1 3-(6-(2-fluorophenoxy)nicotinoyl)-4-(((3R,6S)-6-(hydroxymethyl)tetrahydro-2H-pyran-3-yl)amino)-1H-pyrrolo[2,3-b]pyridine-5-carbonitrile